(17S)-3-chloro-17-ethyl-4,13,16-trimethyl-7,8,16,17-tetrahydro-5H-18,1-(metheno)-9λ6-pyrimido[6,1-g][2,1,6,8,9,12]benzothiapentaazacyclopentadecine-9,9,15(6H,10H)-trione ClC1=NC=2N3C(NCCCS(NC4=C(C(N([C@H](C(=N3)C2)CC)C)=O)C=C(C=C4)C)(=O)=O)=C1C